1-[4-[(3S,4R)-7-hydroxy-3-phenyl-isochroman-4-yl]phenyl]piperidine-4-carbaldehyde OC1=CC=C2[C@H]([C@H](OCC2=C1)C1=CC=CC=C1)C1=CC=C(C=C1)N1CCC(CC1)C=O